FC1(CC(C1)(C)CN1N=C(C(=C1C(=O)NC1=CC(=NC=C1)S(=O)(=N)C)C(F)(F)F)C12C(C(C1)(C2)F)(F)F)F 1-((3,3-difluoro-1-methylcyclobutyl)methyl)-N-(2-(S-methylsulfonimidoyl)pyridin-4-yl)-3-(2,2,3-trifluorobicyclo[1.1.1]pentan-1-yl)-4-(trifluoromethyl)-1H-pyrazole-5-carboxamide